2-(3-Fluoro-4-methoxyphenyl)-7-{4-[(methylamino)methyl]piperidin-1-yl}-4H-pyrido[1,2-a]pyrimidin-4-one FC=1C=C(C=CC1OC)C=1N=C2N(C(C1)=O)C=C(C=C2)N2CCC(CC2)CNC